1-(2-(ethylamino)-5-methylbenzoyl)-D-prolinamide C(C)NC1=C(C(=O)N2[C@H](CCC2)C(=O)N)C=C(C=C1)C